N-hexyl-L-leucinamide C(CCCCC)NC([C@@H](N)CC(C)C)=O